(2S)-2-amino-4-[(3-azido-3-methylbutyl)carbamoyl]butanoic acid N[C@H](C(=O)O)CCC(NCCC(C)(C)N=[N+]=[N-])=O